4-(methylamino)-1H-pyrrolo[2,3-b]pyridine-3-carbonitrile CNC1=C2C(=NC=C1)NC=C2C#N